(R)-8-(8-((2-chloropyridin-3-yl)thio)-[1,2,4]triazolo[1,5-c]pyrimidin-5-yl)-8-azaspiro[4.5]decan-1-amine ClC1=NC=CC=C1SC=1C=2N(C(=NC1)N1CCC3(CCC[C@H]3N)CC1)N=CN2